C[C@H]1N(CCN(C1=O)C)CCOC1=CC=C(C=C1)C1CCN(CC1)C1=CC=C(C=C1)C=1C2=C(C(N(C1)C)=O)N(C=C2)S(=O)(=O)C2=CC=C(C)C=C2 (R)-4-{4-[4-(4-(2-(2,4-dimethyl-3-oxopiperazin-1-yl)ethoxy)phenyl)piperidin-1-yl]phenyl}-6-methyl-1-tosyl-1H-pyrrolo[2,3-c]pyridin-7(6H)-one